tert-butyl-3-(4-(2-fluoro-6-(trifluoromethyl)phenyl)piperidine-1-carbonyl)-1,4,5,7-tetrahydro-6H-pyrazolo[3,4-c]pyridine C(C)(C)(C)N1N=C(C2=C1CNCC2)C(=O)N2CCC(CC2)C2=C(C=CC=C2C(F)(F)F)F